((S)-((((2R,3R,4R,5R)-5-(4-aminopyrrolo[2,1-f][1,2,4]triazin-7-yl)-3,4-bis((tert-butyldimethylsilyl) oxy)-5-cyanotetrahydrofuran-2-yl) methoxy) (phenoxy) phosphoryl) amino) propanoate C(CC)(=O)ON[P@@](=O)(OC1=CC=CC=C1)OC[C@H]1O[C@@]([C@@H]([C@@H]1O[Si](C)(C)C(C)(C)C)O[Si](C)(C)C(C)(C)C)(C#N)C1=CC=C2C(=NC=NN21)N